(5R,6S)-5-(4-(4-(dimethoxymethyl)piperidin-1-yl)phenyl)-6-phenyl-5,6,7,8-tetrahydronaphthalen-2-ol COC(C1CCN(CC1)C1=CC=C(C=C1)[C@@H]1C=2C=CC(=CC2CC[C@@H]1C1=CC=CC=C1)O)OC